[Mn+2].C(C=C)(=O)[O-].C(C=C)(=O)[O-] acrylic acid manganese salt